CC(=O)NCCCC(=O)[O-] The molecule is a monocarboxylic acid anion that is the conjugate base of 4-acetamidobutanoic acid, arising from deprotonation of the carboxy group. It has a role as a human metabolite. It derives from a butyrate. It is a conjugate base of a 4-acetamidobutanoic acid.